(RS)-6-chloro-α-[[[(R)-p-(2-ethoxyethoxy)-α-methyl-phenethyl]amino]methyl]-2-pyridinemethanol ClC1=CC=CC(=N1)[C@H](O)CN[C@@H](CC1=CC=C(C=C1)OCCOCC)C |&1:7|